C(=O)(O)CSN[C@@H](CS)C(=O)O ((carboxymethyl)thio)-L-cysteine